C(CC1=CC=CC=C1)C1(CCNCC1)CC(=O)[O-] 4-phenethylpiperidin-4-ylacetate